C(#N)C1=C(C=C(C=C1)N1CCC(CC1)C(=O)NC1=CC=C(C=N1)N1CCN(CC1)C(CCCCCNC(OC(C)(C)C)=O)=O)C(F)(F)F Tert-butyl (6-(4-(6-(1-(4-cyano-3-(trifluoromethyl)phenyl)piperidine-4-carboxamido)pyridin-3-yl)piperazin-1-yl)-6-oxohexyl)carbamate